tert-butyl (S)-3-(3-(1-amino-2,2-difluoroethyl)-6-bromo-5-fluoro-1H-indol-1-yl)azetidine-1-carboxylate N[C@H](C(F)F)C1=CN(C2=CC(=C(C=C12)F)Br)C1CN(C1)C(=O)OC(C)(C)C